COC(=O)C1=CC=C2C(=C(C(NC2=C1F)=O)F)OC 3,8-difluoro-4-methoxy-2-oxo-1,2-dihydroquinoline-7-carboxylic acid methyl ester